C1(CCCCC1)C(\C=C\CCC)(B1OC(CN(CC(O1)=O)C)=O)NS(OCC(Cl)(Cl)Cl)(=O)=O 2,2,2-trichloroethyl (E)-(1-cyclohexyl-1-(6-methyl-4,8-dioxo-1,3,6,2-dioxazaborocan-2-yl)hex-2-en-1-yl)sulfamate